NC1=CC=C(C=C1)C(C1=CC=C(C=C1)O)C1=CC=C(C=C1)N 4-[bis(4-aminophenyl)methyl]phenol